ClC=1C=2N(C=C(C1)S(=O)(=O)Cl)C(=NN2)C=2SC(=NN2)C(F)F 8-chloro-3-(5-(Difluoromethyl)-1,3,4-thiadiazol-2-yl)-[1,2,4]triazolo[4,3-a]pyridine-6-sulfonyl chloride